C(C=C)N1N=C(N=C1C1=C(C=CC(=C1)OC=1C(=C2C=CN(C2=CC1F)COCC[Si](C)(C)C)F)OCOC)C(C)C=1C(=C(C=CC1)CCC(=O)OCC)F ethyl 3-[3-[1-[1-allyl-5-[5-[4,6-difluoro-1-(2-trimethylsilylethoxymethyl)indol-5-yl]oxy-2-(methoxymethoxy)phenyl]-1,2,4-triazol-3-yl]ethyl]-2-fluoro-phenyl]propanoate